B1(O[SiH2]OO1)[O-] 11-Siloxane borate